ClC1=C(C=2N=C(NC(C2C(=N1)O[C@@H](C)[C@@H]1[C@@H]2CC[C@H](CN1)N2C(=O)OC(C)(C)C)=O)SC)F tert-butyl (1S,2S,5R)-2-((S)-1-((7-chloro-8-fluoro-2-(methylthio)-4-oxo-3,4-dihydropyrido[4,3-d]pyrimidin-5-yl)oxy)ethyl)-3,8-diazabicyclo[3.2.1]octane-8-carboxylate